S(=O)(=O)(ON1[C@@H]2CC[C@H](N(C1=O)C2)C(NS(=O)(=O)CCNC(C)=O)=N)O (2S,5R)-2-(N-((2-acetamidoethyl) sulfonyl) carbamimidoyl)-7-oxo-1,6-diazabicyclo[3.2.1]octan-6-yl hydrogen sulfate